FC(C(=C)C1=CC=C(C#N)C=C1)F 4-(3,3-difluoroprop-1-en-2-yl)benzonitrile